FC(CN1N=CC(=C1)C(=O)N1CCCC2=CC(=CC=C12)C1(CCC1)C(=O)NC1=CC=C(C=C1)F)F 1-{1-[1-(2,2-Difluoroethyl)-1H-pyrazol-4-carbonyl]-1,2,3,4-tetrahydrochinolin-6-yl}-N-(4-fluorophenyl)cyclobutan-1-carboxamid